FC(C(=C(OCC1OC1)C(C(F)(F)F)(F)F)C(F)(F)F)(F)F 2-(3,3,3-Trifluoro-1-pentafluoroethyl-2-trifluoromethyl-propenyloxymethyl)-oxirane